C(C)OC=1C=CC=2N(C1)N=C(C2)C 6-ethoxy-2-methylpyrazolo[1,5-a]pyridine